1-vinyl-3-butyl-imidazole bromide salt [Br-].C(=C)N1CN(C=C1)CCCC